BrC(C(=O)[O-])(C(=O)[O-])Br.C(C)[N+](C)(CC)CC.C(C)[N+](CC)(CC)C triethylmethyl-ammonium dibromomalonate